C1(=CC=C(C=C1)C=1OC2=C(N1)C(=CC(=C2)C2=CC=C(C=C2)C2=NC=CC=C2)C2=CC=C(C=C2)C2=CC=C(C=C2)C#N)C2=CC=CC=C2 2-(biphenyl-4-yl)-4-(4'-cyano-biphenyl-4-yl)-6-{4-(pyridin-2-yl)-phenyl}-benzoxazole